O=C(CO\N=C(\[C@H](C)NC1=C(C(NN=C1)=O)C(F)(F)F)/C)N1CCN(CC1)C1=NC=C(C=N1)C(F)(F)F (S,E)-5-((3-((2-oxo-2-(4-(5-(trifluoromethyl)pyrimidin-2-yl)piperazin-1-yl)ethoxy)imino)butan-2-yl)amino)-4-(trifluoromethyl)pyridazin-3(2H)-one